methyl 5-chloro-2-((4-fluoro-2-methylphenyl)-amino)-nicotinate ClC=1C=NC(=C(C(=O)OC)C1)NC1=C(C=C(C=C1)F)C